ClC=1C=C(CNC2=C(C(=NC3=CC=CC=C23)N(CC2=CC=C(C=C2)OC)CC2=CC=C(C=C2)OC)N)C=CC1CN1CCCC1 N4-(3-chloro-4-(pyrrolidin-1-ylmethyl)benzyl)-N2,N2-bis(4-methoxybenzyl)quinolin-2,3,4-triamine